FC(C(=O)[O-])(F)F.FC(C(=O)[O-])(F)F.COC=1C=C(C=C(C1)OC)C[N+]1=CC(=CC=C1)CC(=O)NN.COC=1C=C(C=C(C1)OC)C[N+]1=CC(=CC=C1)CC(=O)NN 2-[1-[(3,5-dimethoxyphenyl)methyl]pyridin-1-ium-3-yl]acetohydrazide bistrifluoroacetate